FC(C1=CC=C(C=C1)C1N(CCCC1)C=O)(F)F (2-(4-(trifluoromethyl)phenyl)piperidin-1-yl)methanone